NCCO[C@H]1[C@@H](O[C@@H]([C@H]1O)CO)N1C=NC=2C(N)=NC=NC12 2'-O-aminoethyladenosine